5-(((3-exo)-8-(2-cyanoethyl)-8-azabicyclo[3.2.1]octan-3-yl)amino)-7-((5-methyl-1H-pyrazol-3-yl)amino)-1,6-naphthyridine-2-carbonitrile C(#N)CCN1C2CC(CC1CC2)NC2=C1C=CC(=NC1=CC(=N2)NC2=NNC(=C2)C)C#N